FC(C=1C=CC=2N(N1)C(=CN2)C2=CC(=NC=N2)N2CC(NCC2)C(C)NS(=O)(=O)C)F N-(1-(4-(6-(6-(Difluoromethyl)imidazo[1,2-b]pyridazin-3-yl)pyrimidin-4-yl)piperazin-2-yl)ethyl)methanesulfonamide